N-methyl-3-(1,5-naphthyridin-3-yl)-4-[4-(trifluoromethyl)phenoxy]benzene-1-sulfonamide CNS(=O)(=O)C1=CC(=C(C=C1)OC1=CC=C(C=C1)C(F)(F)F)C=1C=NC2=CC=CN=C2C1